OC=1C=C(C=CC1)C=1C=C2C(C=C(OC2=CC1)N1CCOCC1)=O 6-(3-Hydroxyphenyl)-2-morpholin-4-ylchromen-4-one